ClC1=NC=C(C(=N1)NC=1C(=C2N=CC=NC2=CC1)CP(C)OP(C)CC1=C2N=CC=NC2=CC=C1NC1=NC(=NC=C1C(F)(F)F)Cl)C(F)(F)F (6-((2-chloro-5-(trifluoromethyl)pyrimidin-4-yl)amino)quinoxalin-5-yl)dimethylphosphinooxide